BrC1=CC=2C(OCC3=NN(C=C3C3=C(C=C(C(NS(C(=C1O)C2)(=O)=O)=C3)Cl)F)C(F)F)=O 12-bromo-18-chloro-4-(difluoromethyl)-20-fluoro-13-hydroxy-15,15-dioxo-8-oxa-15λ6-thia-4,5,16-triazatetracyclo[15.3.1.110,14.02,6]docosa-1(20),2,5,10(22),11,13,17(21),18-octaen-9-one